C(C)(=O)C=1C(OCC1C1=CC(=C(C=C1)O)OC)=O 3-acetyl-4-(4-hydroxy-3-methoxyphenyl)-2(5H)-furanone